FC(C1=CC=C(C=N1)NC([O-])=O)(F)F [6-(trifluoromethyl)pyridin-3-yl]carbamate